C(C)OC(=O)[C@@H]1NCC(CC1)=NOCC1=CC=CC=C1 (2R)-5-[(benzyloxy)imino]piperidine-2-carboxylic acid ethyl ester